5-methyl-4-(prop-2-enoyl)-1-oxa-4,9-diazaspiro[5.5]undecane-9-carboxylic acid tert-butyl ester C(C)(C)(C)OC(=O)N1CCC2(C(N(CCO2)C(C=C)=O)C)CC1